C1(CC1)N1C(C=C(C=C1)C=1C(=CN(C(C1)=O)C)C=1C=NN(C1)C1=C(C#N)C=CC=C1)=O 2-[4-(1'-Cyclopropyl-1-methyl-6,2'-dioxo-1,6,1',2'-tetrahydro-[4,4']bipyridinyl-3-yl)-pyrazol-1-yl]-benzonitrile